CC=1C=CC(=C(N)C1)COCCC 5-methyl-2-(propoxymethyl)aniline